1-((1R,2S,5R)-2-isopropyl-5-methylcyclohexyl)-4-(methoxymethyl)-1H-1,2,3-triazole C(C)(C)[C@H]1[C@@H](C[C@@H](CC1)C)N1N=NC(=C1)COC